2-{4-(pyridin-3-yl)phenylazo}phenylamine N1=CC(=CC=C1)C1=CC=C(C=C1)N=NC1=C(C=CC=C1)N